C(C(=C)C)(=O)OC(C(=O)OC(C)CC)(C)C Sec-Butyl α-Methacryloyloxyisobutyrate